N-(3'-(5-((5-oxa-2-azaspiro[3.4]octane-2-yl)methyl)-6-methoxypyridin-2-yl)-2,2'-Dichloro-[1,1'-biphenyl]-3-yl)-1,5-dimethyl-4,5,6,7-tetrahydro-1H-imidazo[4,5-c]pyridine-2-carboxamide C1N(CC12OCCC2)CC=2C=CC(=NC2OC)C=2C(=C(C=CC2)C2=C(C(=CC=C2)NC(=O)C=2N(C1=C(CN(CC1)C)N2)C)Cl)Cl